2-(1-methyl-1H-imidazol-5-yl)-6-(3-methyloxetan-3-yl)-N-(6-(trifluoromethyl)pyridin-3-yl)pyrimidine-4-carboxamide CN1C=NC=C1C1=NC(=CC(=N1)C(=O)NC=1C=NC(=CC1)C(F)(F)F)C1(COC1)C